C(C)OC(CC(C=1C=C2CCCC2=C(C1)CN1S(C2=C(OC3(C1)COC3)N=CC=C2)(=O)=O)C2=C(C3=C(N(N=N3)C)C=C2)C)=O 3-(1,4-Dimethyl-1H-benzotriazol-5-yl)-3-{7-[(1',1'-dioxospiro[oxetan-3,4'-pyrido[2,3-b][1,4,5]oxathiazepin]-2'(3'H)-yl)methyl]-2,3-dihydro-1H-inden-5-yl}propanoic acid ethyl ester